N-[1-[1-(4-chlorophenyl)triazol-4-yl]-3-bicyclo[1.1.1]pentanyl]-2-(cyclobutoxy)acetamide ClC1=CC=C(C=C1)N1N=NC(=C1)C12CC(C1)(C2)NC(COC2CCC2)=O